C1(=CC=CC=C1)OS(=O)(=O)[O-].C(C)(C)(C)C1=CC=C(C=C1)[I+]C1=CC=C(C=C1)C(C)(C)C di(4-tert-butylphenyl)iodonium phenyl-sulfate